F[C@H]1CN(C[C@@H](C1)NC1=NC=C(C=C1)C(F)(F)F)C1=NC2=C(N1C)C=C(C(=C2)NC(C=C)=O)C N-(2-((3R,5R)-3-Fluoro-5-((5-(trifluoromethyl)pyridin-2-yl)amino)piperidin-1-yl)-1,6-dimethyl-1H-benzo[d]imidazol-5-yl)acrylamide